FC1(CC(C1)C=1C=CC(=NC1F)C(NC(=O)C1N(CC(C1)F)C(CC=1OC(=CN1)C)=O)C1=CC=CC=C1)F N-{[5-(3,3-difluorocyclobutyl)-6-fluoropyridin-2-yl](phenyl)methyl}-4-fluoro-1-[2-(5-methyl-1,3-oxazol-2-yl)acetyl]pyrrolidine-2-carboxamide